N-(3-(1H-imidazol-1-yl)benzyl)-N-(3-methoxybenzyl)-4-(2-morpholinoethoxy)aniline N1(C=NC=C1)C=1C=C(CN(C2=CC=C(C=C2)OCCN2CCOCC2)CC2=CC(=CC=C2)OC)C=CC1